8-(2-(Dimethylamino)-6-fluoro-[1,2,4]triazolo[1,5-a]pyridin-8-yl)-N-((5-fluoro-2,3-Dihydrobenzofuran-4-yl)methyl)-[1,2,4]triazolo[4,3-c]pyrimidin-5-amine CN(C1=NN2C(C(=CC(=C2)F)C=2C=3N(C(=NC2)NCC2=C(C=CC4=C2CCO4)F)C=NN3)=N1)C